FC(C=1C=C(C=C(C1)C(F)(F)F)C=1C=C(C2=CC=CC=C2C1)C1=CC(=CC2=CC=CC=C12)C1=CC(=CC(=C1)C(F)(F)F)C(F)(F)F)(F)F (S)-3,3'-bis(3,5-bistrifluoromethylphenyl)-1,1'-binaphthalene